(4-hydroxybenzo[b]thiophen-5-yl)boronic acid OC1=C(C=CC=2SC=CC21)B(O)O